[Na+].P(=O)(OCCCCCCCCCCCC)([O-])[O-].[Na+] lauryl phosphate sodium salt